OC1=C(C=O)C=CC(=C1)N1CCCC1 2-hydroxy-4-(pyrrolidin-1-yl)benzaldehyde